N1(CCCC1)CCN 2-(pyrrolidin-1-yl)-ethylamine